OC1=C(C(=CC(=C1S(=O)(=O)NC(CC=1OC=CC1)=O)CCCCC)O)C1C(CCC(=C1)C)C(=C)C N-((2,6-dihydroxy-5'-methyl-4-pentyl-2'-(prop-1-en-2-yl)-1',2',3',4'-tetrahydro-[1,1'-biphenyl]-3-yl)sulfonyl)-2-(furan-2-yl)acetamide